C(C)(C)(C)C1(N(CCNC1)C)C tert-butyl-1,2-dimethylpiperazine